1-methanesulfonylpyrrolidin CS(=O)(=O)N1CCCC1